(4R)-2-(1-ethylpyrazolo[3,4-b]pyridin-4-yl)-4-methyl-6-piperazin-1-yl-3,4-dihydro-1H-isoquinoline C(C)N1N=CC=2C1=NC=CC2N2CC1=CC=C(C=C1[C@H](C2)C)N2CCNCC2